2,2-dimethyl-oxirane CC1(OC1)C